8-(4-(((1-(dimethylamino)cyclobutyl)methyl)amino)-8-fluoro-2-(((2R,7aS)-2-fluorotetrahydro-1H-pyrrolizin-7a(5H)-yl)methoxy)pyrido[4,3-d]pyrimidin-7-yl)-1-ethynylisoquinolin-6-ol CN(C1(CCC1)CNC=1C2=C(N=C(N1)OC[C@]13CCCN3C[C@@H](C1)F)C(=C(N=C2)C=2C=C(C=C1C=CN=C(C21)C#C)O)F)C